4-(((2R,4S)-4-(3-chlorophenyl)-2-oxido-1,3,2-dioxaphosphinan-2-yl)amino)-1-((2R,4R,SR)-3,3-difluoro-4-hydroxy-5-(hydroxymethyl)tetrahydrofuran-2-yl)pyrimidin-2(1H)-one ClC=1C=C(C=CC1)[C@H]1O[P@@](OCC1)(=O)NC1=NC(N(C=C1)[C@@H]1O[C@H]([C@H](C1(F)F)O)CO)=O |&1:23|